N-((1-(4-(1-(tetrahydro-2H-pyran-2-yl)-1H-pyrazol-4-yl)phenyl)piperidin-4-yl)methyl)benzamide O1C(CCCC1)N1N=CC(=C1)C1=CC=C(C=C1)N1CCC(CC1)CNC(C1=CC=CC=C1)=O